C(C)(C)N1N=C(N=N1)C1=CC=C(CCNC2=NC=3N(C(=N2)N)N=C(N3)C=3OC=CC3)C=C1 N5-(4-(2-isopropyl-2H-tetrazol-5-yl)phenethyl)-2-(furan-2-yl)-[1,2,4]triazolo[1,5-a][1,3,5]triazine-5,7-diamine